(+/-)-N7-Methyl-N5-(oxetan-3-yl)-3-phenyl-2,3-dihydrobenzofuran-5,7-dicarboxamid CNC(=O)C1=CC(=CC=2[C@H](COC21)C2=CC=CC=C2)C(=O)NC2COC2 |r|